N1CCC(CC1)CCCC1CCNCC1 1,3-bis-(4-piperidinyl)-propane